(S)-tert-butyl-2-(6-(3-methyl-1H-pyrrolo[2,3-b]pyridin-5-yl)-2-pyridylmethyl-1,2,3,4-Tetrahydroisoquinolin-8-yl)pyrrolidine-1-carboxylic acid tert-butyl ester C(C)(C)(C)OC(=O)N1[C@](CCC1)(C=1C=CC=C2CCNC(C12)CC1=NC(=CC=C1)C=1C=C2C(=NC1)NC=C2C)C(C)(C)C